5-(2-(3-azabicyclo[3.1.0]hexan-3-yl)ethyl)-N-((S)-1-amino-3-hydroxy-2-methyl-1-oxopropan-2-yl)-2-methylbenzofuran-3-carboxamide C12CN(CC2C1)CCC=1C=CC2=C(C(=C(O2)C)C(=O)N[C@](C(=O)N)(CO)C)C1